C[Si](CCCCCCCC[Si](C1=CC=CC=C1)(N1CCN(CC1)C)N1CCN(CC1)C)(OC)C 1-dimethylmethoxysilyl-8-bis(4-methylpiperazin-1-yl)phenylsilyl-octane